ethyl (S)-3-(3-(4-hydroxy-1,6-dimethyl-2-oxo-1,2-dihydropyridin-3-yl)ureido)-3-(5-methyl-3'-(trifluoromethoxy)biphenyl-3-yl)propanoate OC1=C(C(N(C(=C1)C)C)=O)NC(N[C@@H](CC(=O)OCC)C=1C=C(C=C(C1)C)C1=CC(=CC=C1)OC(F)(F)F)=O